glycerol 2,3-dihydroxypropyl-acrylate OC(CC(C(=O)OCC(O)CO)=C)CO